N=1N(N=C2C1C=CC=C2)C2=C(C=C(C=C2)OCCCCCCCC)O 2-(2H-benzotriazol-2-yl)-5-(octyloxy)-phenol